[NH4+].FC1=C(C=CC(=C1)F)COC1=NN(C=C1)C1CCN(CC1)CC1=NC2=C(N1CC1=CN=CN1CC)C=C(C=C2)C(=O)[O-] 2-[(4-{3-[(2,4-difluorophenyl)methoxy]-1H-pyrazol-1-yl}piperidin-1-yl)methyl]-1-[(1-ethyl-1H-imidazol-5-yl)methyl]-1H-benzimidazole-6-carboxylic acid, ammonium salt